C1(CC1)C1CN2C(CO1)=CC(=N2)C2=NC=C(C=C2)F 6-cyclopropyl-2-(5-fluoropyridin-2-yl)-6,7-dihydro-4H-pyrazolo[5,1-c][1,4]oxazine